FC=1C(=C(C=CC1)N1C(C2([C@@H]1C1=C(C=C(C(=C1)F)N1CCC(CC1)CN1CCNCC1)OC)CCCC2)=O)O (S)-2-(3-Fluoro-2-hydroxyphenyl)-3-(5-fluoro-2-methoxy-4-(4-(piperazin-1-ylmethyl)piperidin-1-yl)phenyl)-2-azaspiro[3.4]octan-1-one